O1COC2=C1C=CC(=C2)CNC2=NC(=NC(=C2)Cl)N N4-(benzo[d][1,3]dioxol-5-ylmethyl)-6-chloropyrimidine-2,4-diamine